BrC1=CC=C2N=CC(=NC2=C1)C=1C(=NN(C1)CC1CCN(CC1)C(=O)OC(C)(C)C)C tert-butyl 4-[[4-(7-bromoquinoxalin-2-yl)-3-methyl-pyrazol-1-yl]methyl]piperidine-1-carboxylate